6-fluoro-1-methyl-5-(5-(4,4,4-trifluoro-3,3-dimethylbut-1-yn-1-yl)-3,4-dihydro-1,7-naphthyridin-1(2H)-yl)pyrido[4,3-e][1,2,4]triazolo[4,3-a]pyrimidine FC1=CN=CC2=C1C(=NC=1N2C(=NN1)C)N1CCCC2=C(C=NC=C12)C#CC(C(F)(F)F)(C)C